3-(4-bromophenyl)-5-((2-isopropyl-5-methylphenoxy)methyl)-1,2,4-oxadiazole BrC1=CC=C(C=C1)C1=NOC(=N1)COC1=C(C=CC(=C1)C)C(C)C